acetic acid-(6R)-6-[(1R,3aS,3bS,7S,9aR,9bS,11aR)-6,7-diacetoxy-4,4-Difluoro-9a,11a-dimethylhexadecahydro-1H-cyclopenta[1,2-a]phenanthrene-1-yl]-2-methylhept-2-yl ester C(C)(=O)OC1[C@H](CC[C@@]2([C@H]3CC[C@]4([C@H]([C@@H]3C(CC12)(F)F)CC[C@@H]4[C@@H](CCCC(C)(C)OC(C)=O)C)C)C)OC(C)=O